Cl.CN(CCC1=CNC2=CC=CC(=C12)OC(=O)C1CCOCC1)C tetrahydro-2H-pyran-4-carboxylic acid 3-(2-(dimethylamino) ethyl)-1H-indol-4-yl ester hydrochloride